2-(2-(azetidin-1-yl)ethyl)benzonitrile N1(CCC1)CCC1=C(C#N)C=CC=C1